[C-]#N.C=CCCCCC heptene cyanide